((5-(Ethylsulfonyl)pyridin-2-yl)methyl)-1-(2-isobutylbenzyl)-1H-indole-5-carboxamide C(C)S(=O)(=O)C=1C=CC(=NC1)CC=1N(C2=CC=C(C=C2C1)C(=O)N)CC1=C(C=CC=C1)CC(C)C